C(C)NC12CCC(CC1)(CC2)CN2N=C(C=1CN(CCC12)C1=CC(=NC=C1)C1=CC=CC=C1)C N-ethyl-4-((3-methyl-5-(2-phenylpyridin-4-yl)-4,5,6,7-tetrahydro-1H-pyrazolo[4,3-c]pyridin-1-yl)methyl)bicyclo[2.2.2]octan-1-amine